C(C1=CC=CC=C1)O[C@@H]1[C@H]([C@H](OC2=CC=C(C=C2)OC)O[C@@H]([C@H]1O[C@H]1[C@H](OC(C)=O)[C@@H](OC(C)=O)[C@@H](OC(C)=O)[C@H](O1)COC(C)=O)COCC1=CC=CC=C1)N1C(C2=CC=CC=C2C1[O-])[O-] 4-Methoxyphenyl 3,6-di-O-benzyl-2-deoxy-2-(1,3-dioxido-1,3-dihydro-2H-isoindol-2-yl)-4-O-(2,3,4,6-tetra-O-acetyl-beta-D-galactopyranosyl)-beta-D-glucopyranoside